2-{[(1S)-1-{4-[(4-propenoylpiperazin-1-yl)methyl]phenyl}ethyl]amino}-8-ethylpyrido[2,3-d]pyrimidin-7(8H)-one C(C=C)(=O)N1CCN(CC1)CC1=CC=C(C=C1)[C@H](C)NC=1N=CC2=C(N1)N(C(C=C2)=O)CC